CN1C(C(=C(C2=CC(=CC=C12)CC1COC1)N1CCC(CC1)(C=1OC2=C(N1)C=C(C=C2)C)C)C#N)=O 1-methyl-4-[4-methyl-4-(5-methyl-1,3-benzoxazol-2-yl)piperidin-1-yl]-6-[(oxetan-3-yl)methyl]-2-oxo-1,2-dihydroquinoline-3-carbonitrile